O1CCN(C2=C1C=CC=C2)NC(=O)C=2C=NC1=C(C(=CC=C1C2N2CCOCC2)F)C2=CC(=C(C(=C2)F)F)F N-(2,3-dihydro-1,4-benzoxazin-4-yl)-7-fluoro-4-morpholino-8-(3,4,5-trifluorophenyl)quinoline-3-carboxamide